6-{5-chloro-2-[(oxan-4-yl)amino]pyrimidin-4-yl}-2,3-dihydro-1H-isoindol-1-one ClC=1C(=NC(=NC1)NC1CCOCC1)C1=CC=C2CNC(C2=C1)=O